ClC=1C(=C(C=C(C1)C)B1OC(C(O1)(C)C)(C)C)F 2-(3-Chloro-2-fluoro-5-methylphenyl)-4,4,5,5-tetramethyl-1,3,2-dioxaborolane